3-(((2-(2,6-Dicarbonylpiperidin-3-yl)-1,3-Dicarbonylisoindolin-5-yl)methyl)amino)benzoic acid C(=O)=C1NC(CCC1N1C(C2=CC=C(C=C2C1=C=O)CNC=1C=C(C(=O)O)C=CC1)=C=O)=C=O